CN1CCC(CC1)N1CCN(CC1)C1=CC=C(C=C1)N 1-(1-methylpiperidin-4-yl)-4-(4-aminophenyl)piperazine